C(C)(=O)N1CCC(CC1)C(=O)N(C)[C@H](C(F)(F)F)C1=CC=C(C=C1)NC=1C=NC=2N(C1[C@@H](C)OC)N=C(N2)Cl 1-acetyl-N-((S)-1-(4-((2-chloro-7-((R)-1-methoxyethyl)-[1,2,4]triazolo[1,5-a]pyrimidin-6-yl)amino)phenyl)-2,2,2-trifluoroethyl)-N-methylpiperidine-4-carboxamide